(R)-N-(3-(1-((6-amino-[3,3-bipyridin]-5-yl)oxy)ethyl)phenyl)-3-(trifluoromethyl)benzamide NC1=C(C=C(C=N1)C=1C=NC=CC1)O[C@H](C)C=1C=C(C=CC1)NC(C1=CC(=CC=C1)C(F)(F)F)=O